Cl.N[C@H](C(=O)O)CC1=CC=C(C=C1)C1=NOC(=N1)C1=CC=CC=C1 (S)-2-amino-3-(4-(5-phenyl-1,2,4-oxadiazol-3-yl)phenyl)propanoic acid hydrochloride